1-Tert-Butyl (2-(2-(2-((3-(2-(2,6-dioxopiperidin-3-yl)-1-oxoisoindolin-4-yl)prop-2-yn-1-yl)oxy)ethoxy)ethoxy)ethyl)carbamate O=C1NC(CCC1N1C(C2=CC=CC(=C2C1)C#CCOCCOCCOCCNC(OC(C)(C)C)=O)=O)=O